morpholino(7-((4-((tetrahydro-2H-pyran-4-yl)amino)-5-(trifluoromethyl)-7H-pyrrolo[2,3-d]pyrimidin-2-yl)amino)-2,3-dihydrobenzo-furan-4-yl)methanone O1CCN(CC1)C(=O)C1=CC=C(C2=C1CCO2)NC=2N=C(C1=C(N2)NC=C1C(F)(F)F)NC1CCOCC1